NC1=C(C(=NC(=N1)N1CCC2(CC1)[C@@H](C1=CC=CC=C1C2)N)C#N)Br (S)-6-amino-2-(1-amino-1,3-dihydrospiro[indene-2,4'-piperidin]-1'-yl)-5-bromopyrimidine-4-carbonitrile